1-(4-cyanophenyl)-3-(4-(2-(dimethylamino)ethyl)-3-((trifluoromethyl)sulfonyl)phenyl)urea C(#N)C1=CC=C(C=C1)NC(=O)NC1=CC(=C(C=C1)CCN(C)C)S(=O)(=O)C(F)(F)F